5-(3,5-bis(trifluoromethyl)phenylsulfonylamino)thiazole-4-carboxylic acid FC(C=1C=C(C=C(C1)C(F)(F)F)S(=O)(=O)NC1=C(N=CS1)C(=O)O)(F)F